N1-((S)-5,5-difluoro-4,4-dimethyl-1-oxo-1-(((S)-3-oxo-1-((S)-2-oxopyrrolidin-3-yl)-4-(trifluoromethoxy)butan-2-yl)amino)pentan-2-yl)-N2-(3-fluorobicyclo[1.1.1]pentan-1-yl)oxalamide FC(C(C[C@@H](C(N[C@@H](C[C@H]1C(NCC1)=O)C(COC(F)(F)F)=O)=O)NC(C(=O)NC12CC(C1)(C2)F)=O)(C)C)F